COC1=CC=C(C=C1)C1=CN=C2N1C=CN=C2NC2=CC(=C(C(=O)N(C)C)C=C2)C 4-((3-(4-methoxyphenyl)imidazo[1,2-a]pyrazin-8-yl)amino)-N,N,2-trimethylbenzamide